ClC1=CC=C(C=C1)C1CN(CC1)C(=O)C1=C(C(=NN1)C1=CN=NC=C1)OC [3-(4-chlorophenyl)pyrrolidin-1-yl]-(4-methoxy-3-pyridazin-4-yl-1H-pyrazol-5-yl)methanone